dodecamethylene chloride C(CCCCCCCCCCCCl)Cl